BrC1=CC=CC=2SC=CC21 4-bromo-benzo[b]thiophene